O=C1NC(CCC1N1C(C2=CC=CC(=C2C1=O)SCCCCCCC(=O)N1CCN(CC1)C1=CC=C(N=N1)C(=O)N1CCC(CC1)CCCCNC(\C=C\C=1C=NC=CC1)=O)=O)=O (E)-N-(4-(1-(6-(4-(7-((2-(2,6-dioxopiperidin-3-yl)-1,3-dioxoisoindolin-4-yl)thio)heptanoyl)piperazin-1-yl)pyridazine-3-carbonyl)piperidin-4-yl)butyl)-3-(pyridin-3-yl)acrylamide